IC1=CN(C2=NC=C(C=C21)C=2C(=NOC2C)C)S(=O)(=O)C2=CC=C(C)C=C2 4-(3-iodo-1-tosyl-1H-pyrrolo[2,3-b]pyridin-5-yl)-3,5-dimethylisoxazole